N-[2-(1-methylazetidin-3-yl)-6-morpholino-1-oxo-isoindolin-5-yl]pyrazolo[1,5-a]pyrimidine-3-carboxamide CN1CC(C1)N1C(C2=CC(=C(C=C2C1)NC(=O)C=1C=NN2C1N=CC=C2)N2CCOCC2)=O